O=C(CCOC(C)C1=NNC(C(=C1)C(F)(F)F)=O)N1CC=2N(CC1)C(=NN2)C(F)(F)F 3-[1-[3-oxo-3-[3-(trifluoromethyl)-6,8-dihydro-5H-[1,2,4]triazolo[4,3-a]pyrazin-7-yl]propoxy]ethyl]-5-(trifluoromethyl)-1H-pyridazin-6-one